4-(tert-butyl)-2-fluorophenol C(C)(C)(C)C1=CC(=C(C=C1)O)F